6-(3-isopropyl-5-(piperidin-4-yl)-1H-indol-2-yl)-3-methylbenzo[d]oxazol-2(3H)-one C(C)(C)C1=C(NC2=CC=C(C=C12)C1CCNCC1)C1=CC2=C(N(C(O2)=O)C)C=C1